4-(6-(6-((5-Fluoro-6-methoxypyridin-3-yl)methyl)-3,6-diazabicyclo[3.1.1]heptan-3-yl)pyridin-3-yl)-6-((R)-3-hydroxybut-1-yn-1-yl)pyrazolo[1,5-a]pyridine-3-carbonitrile FC=1C=C(C=NC1OC)CN1C2CN(CC1C2)C2=CC=C(C=N2)C=2C=1N(C=C(C2)C#C[C@@H](C)O)N=CC1C#N